C(CCC)OS(=O)(=O)C1=CC=C(C=C1)C 4-methylbenzenesulfonic acid butyl ester